ClC=1C=2N(C=C(C1)CC1CCC(CC1)C(=O)N1OCC[C@H]1C=1C=NC(=C(C1)F)C)N=C(N2)C [4-[(8-chloro-2-methyl-[1,2,4]triazolo[1,5-a]pyridin-6-yl)methyl]cyclohexyl]-[(3S)-3-(5-fluoro-6-methylpyridin-3-yl)-1,2-oxazolidin-2-yl]methanone